C(C)C1=CC=C(NCC2=NC(=CC=C2)CNC2=CC=C(C=C2)CC)C=C1 2,6-Bis(4-ethylanilinomethyl)pyridine